1-benzyl-N-((3-fluorobicyclo[1.1.1]pentan-1-yl)methyl)piperidin-3-amine C(C1=CC=CC=C1)N1CC(CCC1)NCC12CC(C1)(C2)F